C(CCC)C=1N=C(NC1C)C1=C(C=C(C=C1)F)O 4-butyl-2-(4-fluoro-2-hydroxyphenyl)-5-methylimidazole